(R)-methyl 1-methyl-1,2,4,5-tetrahydrobenzo[4,5]imidazo[1,2-d][1,4]oxazepine-9-carboxylate C[C@@H]1COCCC=2N1C1=C(N2)C=CC(=C1)C(=O)OC